C(C)(C)(C)OC(=O)N1CC(C1)OC1=C(C=C(C=C1)I)F 3-(2-fluoro-4-iodo-phenoxy)azetidine-1-carboxylic acid tert-butyl ester